C1CC12CCN(CC2)C2=C(C(=O)NC1=NC=3N(C=C1)N=CC3C3CCOCC3)C=CC=C2 2-(6-azaspiro[2.5]octane-6-yl)-N-(3-(tetrahydro-2H-pyran-4-yl)pyrazolo[1,5-a]pyrimidin-5-yl)benzamide